N1(CCNCCC1)C1=CC=CC=2N(C(N(C21)C)=O)C2C(NC(CC2)=O)=O 3-[4-(1,4-Diazepan-1-yl)-3-methyl-2-oxo-benzimidazol-1-yl]piperidine-2,6-dione